B(O)(O)C1=C(C[C@@H](N)C(=O)O)C=CC=C1 D-o-boronophenylalanine